C(C=C)(=O)[O-].COCCCN1C=[N+](C=C1)CCCOC 1,3-bis(3-methoxypropyl)imidazolium acrylate